N-(1H-1,3-benzodiazole-5-ylmethyl)-2-(4-propoxyphenyl)aniline ethyl-5-methyl-1-((2-(trimethylsilyl)ethoxy)methyl)-1H-imidazole-2-carboxylate C(C)OC(=O)C=1N(C(=CN1)C)COCC[Si](C)(C)C.N1C=NC2=C1C=CC(=C2)CNC2=C(C=CC=C2)C2=CC=C(C=C2)OCCC